2-ethynyl-4-((1-(hydroxymethyl)cyclobutyl)amino)-7,8-dihydro-6H-thiopyrano[3,2-d]pyrimidine 5,5-dioxide C(#C)C=1N=C(C2=C(N1)CCCS2(=O)=O)NC2(CCC2)CO